FC1=C(C(=CC(=C1)C=1C2=C(C(N(C1)C)=O)N(N=C2)CC2=CC=C(C=C2)OC)OC)C=C2CCN(CC2)CC(=O)OC(C)(C)C tert-butyl 2-[4-[[2-fluoro-6-methoxy-4-[1-[(4-methoxyphenyl)methyl]-6-methyl-7-oxo-pyrazolo[3,4-c]pyridin-4-yl]phenyl]methylene]-1-piperidyl]acetate